7-bromo-6-chloro-5-(3-chloro-2-pyridinyl)-1,3-dihydro-1,4-benzodiazepine BrC=1C=CC2=C(C(=NCCN2)C2=NC=CC=C2Cl)C1Cl